FC=1C=C(C=CC1)C=1C(=NN(C1C(=O)O)C=1SC(=C(N1)C1=CC=C(C=C1)F)SC(C)C)C 4-(3-fluorophenyl)-1-(4-(4-fluorophenyl)-5-(isopropylthio)thiazol-2-yl)-3-methyl-1H-pyrazole-5-carboxylic acid